N(=C=O)C(CC[Si](OCC)(OCC)OCC)C 3-isocyanatobutyl-triethoxysilane